dicyclopentyl-(3-methoxyphenyl)phosphine C1(CCCC1)P(C1=CC(=CC=C1)OC)C1CCCC1